(Z)-N-(cyanomethyl)-2-(4-((3-(2-cyclopropyl-6-(trifluoromethyl)pyridin-4-yl)-1H-1,2,4-triazol-1-yl)methylene)-3-(2-hydroxyethyl)-2,5-dioxoimidazolin-1-yl)acetamide C(#N)CNC(CN1C(N(\C(\C1=O)=C/N1N=C(N=C1)C1=CC(=NC(=C1)C(F)(F)F)C1CC1)CCO)=O)=O